O=C1CC(C2=CC=CC=C12)=C(C#N)C#N 2-(3-oxo-2,3-dihydro-1H-inden-1-ylidene)-malononitrile